CN(C(C(C)OC)=O)C N,N-dimethyl-2-methoxypropionamide